ClC1=C(OC=2C(=C(C=CC2)C(=O)C=2C(=NN(C2O)C)C2CC2)[N+](=O)[O-])C=CC(=C1)C(F)(F)F (3-(2-chloro-4-(trifluoromethyl)phenoxy)-2-nitrophenyl)(3-cyclopropyl-5-hydroxy-1-methyl-1H-pyrazol-4-yl)methanone